C1(=CC=CC=C1)C1=C(C=2NC3=CC=CC=C3C2C=C1)C1=C(C=CC=C1)C(N(N)C1=C(C=CC=C1)C1=CC=CC=C1)=O (phenylcarbazolyl)[(biphenylyl)carbazoyl]benzene